4,5-di(3,5-dicarboxyphenoxy)phthalic acid C(=O)(O)C=1C=C(OC=2C=C(C(C(=O)O)=CC2OC2=CC(=CC(=C2)C(=O)O)C(=O)O)C(=O)O)C=C(C1)C(=O)O